OC1=C(C=C(CNC([C@H](CCCNC(OCC2=CC=CC=C2)=O)NC(=O)[C@H]2NCCC2)=O)C=C1C)C Benzyl ((S)-5-((4-hydroxy-3,5-dimethylbenzyl)amino)-5-oxo-4-((S)-pyrrolidine-2-carboxamido)pentyl)carbamate